COC1=CC=C(C=C1)C#CC=1C=C(C(=O)O)C=CN1 2-((4-methoxyphenyl)ethynyl)isonicotinic acid